3-amino-N-[(6S)-2-[(3R,4S)-3-amino-4-(1,1-difluoroethoxy)pyrrolidin-1-yl]-5,6,7,8-tetrahydroquinolin-6-yl]-6-methylthieno[2,3-b]pyridine-2-carboxamide NC1=C(SC2=NC(=CC=C21)C)C(=O)N[C@@H]2CC=1C=CC(=NC1CC2)N2C[C@H]([C@H](C2)OC(C)(F)F)N